2-((2-octyldodecyl)oxy)-2-oxoethan-1-aminium methanesulfonate CS(=O)(=O)[O-].C(CCCCCCC)C(COC(C[NH3+])=O)CCCCCCCCCC